COC=1C(=CC2=C(N=C(N=C2N[C@H](C)C=2C(=C(C#N)C=CC2)C)C)N1)N1CCC2(CCOCC2)CC1 (R)-3-(1-((7-methoxy-2-methyl-6-(3-oxa-9-azaspiro[5.5]undecan-9-yl)pyrido[2,3-d]pyrimidin-4-yl)amino)ethyl)-2-methylbenzonitrile